N-Hydroxy-2-(7-{[hydroxy(methyl)carbamoyl]methyl}-4,10-bis[(1-hydroxy-6-oxopyridin-2-yl)methyl]-1,4,7,10-tetraazacyclododecan-1-yl)-N-methylacetamide ON(C(CN1CCN(CCN(CCN(CC1)CC=1N(C(C=CC1)=O)O)CC(N(C)O)=O)CC=1N(C(C=CC1)=O)O)=O)C